(1R,2S)-2-{3-[(3,6-dimethylpyrazin-2-yl)amino]-1H-indazol-6-yl}-5'-methoxyspiro[cyclopropan-1,3'-indol]-2'(1'H)-one CC=1C(=NC(=CN1)C)NC1=NNC2=CC(=CC=C12)[C@@H]1C[C@@]12C(NC1=CC=C(C=C21)OC)=O